COC1=CC=C(C=C1)NC=1OC(C(=C(N1)C1=CC=C(C=C1)C)C)=O 2-((4-methoxyphenyl)amino)-5-methyl-4-(p-tolyl)-6H-1,3-oxazin-6-one